3-acetyl-7-(2-methoxybenzamido)-2-methyl-1H-indole-5-carboxylic acid methyl ester COC(=O)C=1C=C2C(=C(NC2=C(C1)NC(C1=C(C=CC=C1)OC)=O)C)C(C)=O